NCCCCC(C(=O)O)NC(C(CCC(=O)O)N)=O 6-amino-2-[(2-amino-4-carboxybutanoyl)amino]hexanoic acid